methyl N-[5-[6-[4-(4-fluoro-3-methyl-phenyl)-5-(methoxymethyl)-1,2,4-triazol-3-yl]imidazo[1,2-a]pyridin-3-yl]-2-pyridyl]carbamate FC1=C(C=C(C=C1)N1C(=NN=C1COC)C=1C=CC=2N(C1)C(=CN2)C=2C=CC(=NC2)NC(OC)=O)C